diallyl-bicyclo[2.2.3]non-5-ene-2,3-dicarboxylic acid C(C=C)C1=C(C2C(C(C1CCC2)C(=O)O)C(=O)O)CC=C